2'-fluoro-5'-methyluridine-3'-monophosphate P(=O)(O)(O)O[C@H]1[C@]([C@@H](O[C@@H]1C(O)C)N1C(=O)NC(=O)C=C1)(O)F